(R)-5-fluoro-2-((1-(4-fluoro-2,7-dimethyl-1-oxo-3-(4-(2,2,2-trifluoroethyl)piperazin-1-yl)-1,2-dihydroisoquinolin-5-yl)ethyl)amino)benzoic acid FC=1C=CC(=C(C(=O)O)C1)N[C@H](C)C1=C2C(=C(N(C(C2=CC(=C1)C)=O)C)N1CCN(CC1)CC(F)(F)F)F